ClC=1C=CC2=C(N=C(S2)C23CC(C2)(C3)NC(=O)C=3OC(=CC3)SC)C1 N-(3-(5-chlorobenzo[d]thiazol-2-yl)bicyclo[1.1.1]pentan-1-yl)-5-(methylthio)furan-2-carboxamide